O1CCN(CC1)C1=C2C(=NC(=C1)N1N=C(C=C1)C=1C=C(C=CC1)C)N(C(N2)=O)CCCC2=NC=CC=C2 7-morpholino-3-(3-(pyridin-2-yl)propyl)-5-(3-(m-tolyl)-1H-pyrazol-1-yl)-1H-imidazo[4,5-b]pyridin-2(3H)-one